C(C=CC=CC)(=O)SCCNC(CCNC([C@@H](C(COP(OP(OC[C@@H]1[C@H]([C@H]([C@@H](O1)N1C=NC=2C(N)=NC=NC12)O)OP(=O)(O)O)(=O)O)(=O)O)(C)C)O)=O)=O hexadienoyl-coenzyme A